ClC=1C=C(CNCCC(=O)NCCCNC2=C3C=NNC3=CC(=C2)C=2C=NNC2C)C=CC1OC(F)(F)F 3-((3-chloro-4-(trifluoromethoxy)benzyl)amino)-N-(3-((6-(5-methyl-1H-pyrazol-4-yl)-1H-indazol-4-yl)amino)propyl)propanamide